(2-(3-(1-Methyl-1H-indazol-4-yl)phenyl)oxazol-5-yl)methanol CN1N=CC2=C(C=CC=C12)C=1C=C(C=CC1)C=1OC(=CN1)CO